CC1(C2=CC=CC=C2C=2C=CC=CC12)C=1C=C(C=CC1)NC1=CC=C(C=C1)C1=CC=CC=C1 N-(3-(9-methyl-9H-fluoren-9-yl)phenyl)-[1,1'-biphenyl]-4-amine